FC(N1C=C(C=C1)C1=NC2=CC=CC=C2C(=C1)[C@H](C)NC(C1=C(C=CC(=C1)OCCN(C)C)C)=O)F (S)-N-(1-(2-(1-(difluoromethyl)-1H-pyrrol-3-yl)quinolin-4-yl)ethyl)-5-(2-(dimethylamino)ethoxy)-2-methylbenzamide